COC(CC(=O)C)=O.CC([O-])C.CC([O-])C.[Al+2] aluminum di(isopropoxide) methyl-acetoacetate